N-(3-(5-bromo-2-(difluoromethoxy)phenyl)-1-methyl-1H-pyrazol-4-yl)pyrazolo[1,5-a]pyrimidine-3-carboxamide BrC=1C=CC(=C(C1)C1=NN(C=C1NC(=O)C=1C=NN2C1N=CC=C2)C)OC(F)F